S1C(=CC=C1)C1=C2C(=NC=C1)NC=C2 4-(Thiophen-2-yl)-1H-pyrrolo[2,3-b]pyridine